BrC1=CC=C(S1)C(=O)N[C@@H]1C[C@@H](CCC1)N1C(=NC2=C1C=NC(=C2)C(=O)NC)C2=NC=CC=C2 3-((1R,3S)-3-(5-bromothiophene-2-carboxamido)cyclohexyl)-N-methyl-2-(pyridin-2-yl)-3H-imidazo[4,5-c]pyridine-6-carboxamide